NC1=C(C=C(C=C1)S(=O)(=O)C=1C=C(CC2CC(C2)C=2C=C3CN(C(C3=CC2)=O)C2C(N(C(CC2)=O)COCC[Si](C)(C)C)=O)C=CC1)F 3-(5-(3-(3-((4-amino-3-fluorophenyl)sulfonyl)benzyl)cyclobutyl)-1-oxoisoindolin-2-yl)-1-((2-(trimethylsilyl)ethoxy)methyl)piperidine-2,6-dione